Cl.CN(CCCN=C=N)C 3-dimethylaminopropylcarbodiimide hydrochloride